N12CCN(CCCN(CCN(CCC1)CC(=O)O)CC2)CC(=O)O 2,2'-(1,4,8,11-tetrazabicyclo[6.6.2]hexadecane-4,11-diyl)diacetic acid